C(C)(C)(C)OC(=O)N1C2CC(C1)(C2)C=2N=C1N(C=C(C=C1F)C1=CC3=CN(N=C3C(=C1)F)C)C2 4-[8-fluoro-6-(7-fluoro-2-methyl-indazol-5-yl)imidazo[1,2-a]pyridin-2-yl]-2-azabicyclo[2.1.1]hexane-2-carboxylic acid tert-butyl ester